(2R)-2-[[4-(2-chloro-4-fluoro-phenyl)-7-quinolyl]oxy]-1-[(1R)-2,5-diazabicyclo[2.2.1]heptan-2-yl]propan-1-one ClC1=C(C=CC(=C1)F)C1=CC=NC2=CC(=CC=C12)O[C@@H](C(=O)N1[C@H]2CNC(C1)C2)C